(3R,4S)-3-cyclopropyl-1-[6-[6-(dimethylamino)pyridin-3-yl]pyrrolo[1,2-b]pyridazin-4-yl]-4-methyl-2-oxopyrrolidine-3-carbonitrile C1(CC1)[C@]1(C(N(C[C@H]1C)C=1C=2N(N=CC1)C=C(C2)C=2C=NC(=CC2)N(C)C)=O)C#N